N-[(2-aminoquinolin-7-yl)methyl]-N-(1,1-dioxo-2,3-dihydro-1λ6-benzothiophen-7-yl)pyridine-3-carboxamide NC1=NC2=CC(=CC=C2C=C1)CN(C(=O)C=1C=NC=CC1)C1=CC=CC=2CCS(C21)(=O)=O